BrC1=CC=C(C=C1)C1C(C1)C1=C(C=C(OCC=2C(=NOC2C2CC2)C2=C(C=CC=C2Cl)Cl)C=C1)Cl 4-((4-(2-(4-bromophenyl)cyclopropyl)-3-chlorophenoxy)methyl)-5-cyclopropyl-3-(2,6-dichlorophenyl)isoxazole